6-(5-Chlorooxazolo[4,5-b]pyridin-2-yl)-5,7-dihydro-1H-pyrrolo[3,4-d]pyrimidine-2,4-dione ClC1=CC=C2C(=N1)N=C(O2)N2CC=1NC(NC(C1C2)=O)=O